(R)-2-Cyclopropyl-6-methyl-N-(3-(1,1,2-trifluoro-1-(4-methyl-4H-1,2,4-triazol-3-yl)propan-2-yl)phenyl)pyrimidine-4-carboxamide C1(CC1)C1=NC(=CC(=N1)C(=O)NC1=CC(=CC=C1)[C@@](C(C1=NN=CN1C)(F)F)(C)F)C